1-((2,2-difluorocyclopropyl)methyl)-N-((S)-2,4-dimethyl-5-oxo-5,6,7,8-tetrahydro-4H-pyrazolo[1,5-a][1,3]diazepin-6-yl)-1H-1,2,4-triazole-3-carboxamide FC1(C(C1)CN1N=C(N=C1)C(=O)N[C@@H]1C(N(C=2N(CC1)N=C(C2)C)C)=O)F